(S)-1-(2-((S)-3-((3-(4-Bromophenyl)isoxazol-5-yl)oxy)pyrrolidin-1-yl)acetyl)pyrrolidin-2-carbonitril BrC1=CC=C(C=C1)C1=NOC(=C1)O[C@@H]1CN(CC1)CC(=O)N1[C@@H](CCC1)C#N